ClC1=NC(=NC(=C1)C1=C(C=CC=C1C)C)NS(=O)(=O)C=1C=C(C(=O)NC2CN(CC(C2)O)CCC(C)(C)C)C=CC1 3-[[4-chloro-6-(2,6-dimethylphenyl)pyrimidin-2-yl]sulfamoyl]-N-[1-(3,3-dimethylbutyl)-5-hydroxy-3-piperidyl]benzamide